3-((S)-4-methyl-2-(4-oxoquinazolin-3(4H)-yl)pentanamido)-3-(4-methyl-3-morpholinophenyl)propanoic acid CC(C[C@@H](C(=O)NC(CC(=O)O)C1=CC(=C(C=C1)C)N1CCOCC1)N1C=NC2=CC=CC=C2C1=O)C